[Na+].[Na+].[Na+].[Na+].OC(CP([O-])(=O)[O-])P([O-])(=O)[O-] Hydroxyethanediphosphonic acid tetraSodium salt